C(CCCCCC)[O-].[K+] Kalium heptanolat